C(C)(C)(C)OC(=O)N1C(N(C2=C1C=CC=C2)CC2=CC(=CC=C2)I)=O 3-(3-iodobenzyl)-2-oxo-2,3-dihydro-1H-benzo[d]Imidazole-1-carboxylic acid tert-butyl ester